5-[4-[tert-butoxycarbonyl(ethyl)amino]-1-piperidyl]pyrido[3,4-b]pyrazine-8-carboxylic acid C(C)(C)(C)OC(=O)N(C1CCN(CC1)C1=NC=C(C=2C1=NC=CN2)C(=O)O)CC